methyl 5-(((S)-azetidin-2-yl)methyl)-7'-chloro-4,5-dihydro-2H-spiro[benzo[b][1,4]oxazepine-3,4'-chromane]-7-carboxylate N1[C@@H](CC1)CN1C2=C(OCC3(CCOC4=CC(=CC=C34)Cl)C1)C=CC(=C2)C(=O)OC